trimethylmonon-octylammonium methyl-carbonate COC([O-])=O.C[N+](CCCCCCCC)(C)C